7-Methoxy-N-methyl-4-((5-nitropyrimidin-2-yl)oxy)quinoline-6-carboxamide COC1=C(C=C2C(=CC=NC2=C1)OC1=NC=C(C=N1)[N+](=O)[O-])C(=O)NC